ClC=1C=C(OC2CN(CC2)C(=O)OCCCC)C=C(C1)NC(=O)OC1=CC=CC=C1 butyl 3-(3-chloro-5-((phenoxycarbonyl)amino) phenoxy)pyrrolidine-1-carboxylate